1-(2-((2-(2,6-dioxopiperidin-3-yl)-1,3-dioxoisoindolin-5-yl)oxy)acetyl)piperidin O=C1NC(CCC1N1C(C2=CC=C(C=C2C1=O)OCC(=O)N1CCCCC1)=O)=O